1-(4-methoxyphenyl)pyrrolidin-3-ol COC1=CC=C(C=C1)N1CC(CC1)O